CC1C(CCC1)NC1=NC(=NC=C1C1(CC1)C(=O)OCC)SC Ethyl 1-{4-[(2-methylcyclopentyl)amino]-2-(methylsulfanyl)pyrimidin-5-yl}cyclopropane-1-carboxylate